2,6-dimethyl-4-(2-nitrosophenyl)-3,5-pyridinedicarboxylic acid dimethyl ester COC(=O)C=1C(=NC(=C(C1C1=C(C=CC=C1)N=O)C(=O)OC)C)C